(Z)-N-Hydroxy-1-(4-hydroxybut-2-en-1-yl)-1H-1,2,4-triazole-3-carboxamide ONC(=O)C1=NN(C=N1)C\C=C/CO